BrCCOC=1C(=NC(=CC1)C(F)(F)F)C 3-(2-Bromoethoxy)-2-methyl-6-(trifluoromethyl)pyridine